4-[1-isopropyl-7-((R)-1-quinolin-3-yl-ethylamino)-1H-pyrazolo[4,3-d]pyrimidin-5-yl]-piperazin-2-one C(C)(C)N1N=CC=2N=C(N=C(C21)N[C@H](C)C=2C=NC1=CC=CC=C1C2)N2CC(NCC2)=O